ClC=1C=C2C3=C(N(C2=C(C1)C=1C=CC(=NC1)C#N)CC(F)(F)F)C=NC=C3 5-[6-Chloro-9-(2,2,2-trifluoro-ethyl)-9H-pyrido[3,4-b]indol-8-yl]-pyridine-2-carbonitrile